Bis-(4-hydroxyphenyl)-diphenyl-methan OC1=CC=C(C=C1)C(C1=CC=CC=C1)(C1=CC=CC=C1)C1=CC=C(C=C1)O